N,N-Dimethylammonium chloride [Cl-].C[NH2+]C